trans-(7RS,9RS)-7,9-bis(1H-benzoimidazol-2-ylamino)-3-cyclopropyl-N-(2-methylpropyl)-8,9-dihydro-7H-cyclopenta[H]isoquinoline-5-sulfonamide N1C(=NC2=C1C=CC=C2)N[C@@H]2C[C@H](C1=C2C=C(C=2C=C(N=CC12)C1CC1)S(=O)(=O)NCC(C)C)NC1=NC2=C(N1)C=CC=C2 |r|